5-(3-chloroimidazo[1,2-b]pyridazin-6-yl)-7H-pyrrolo[2,3-d]pyrimidine ClC1=CN=C2N1N=C(C=C2)C2=CNC=1N=CN=CC12